SCCSC(CS)(C)S 2-(2-mercaptoethylthio)propane-1,2-dithiol